tert-butyl (2R,3S)-3-cyclopropyl-2-fluoro-2-methyl-3-(3-(((trifluoromethyl) sulfonyl)oxy)phenyl)propanoate C1(CC1)[C@H]([C@@](C(=O)OC(C)(C)C)(C)F)C1=CC(=CC=C1)OS(=O)(=O)C(F)(F)F